CNC(C(C(F)(F)F)(F)F)=O N-Methyl-pentafluoropropionamide